N[C@@H]1C2=CC=CC=C2CC12CCN(CC2)C2=CC=C(C=C2C(=C)C2=NNC=C2)C(F)F (S)-6-(1-amino-1,3-dihydrospiro[indene-2,4'-piperidin]-1'-yl)-3-(1-(3-(difluoromethyl)phenyl)vinyl)-1H-pyrazole